2-(2-((3-amino-7-(3-(aminomethyl)-2-fluorophenyl)benzo[d]isoxazol-5-yl)methoxy)phenyl)acetic acid NC1=NOC2=C1C=C(C=C2C2=C(C(=CC=C2)CN)F)COC2=C(C=CC=C2)CC(=O)O